ClC1=CC=C(C=C1)N1N=CC(=C1C(F)(F)F)C(=O)NN=CC1=C(C=C(C=C1)Cl)F 1-p-chlorophenyl-5-trifluoromethyl-N'-(1-(2-fluoro-4-chlorophenyl)methylene)-1H-pyrazole-4-carboxylic acid hydrazide